The molecule is a glycosyl alditol consisting of alpha-L-fucopyranose, beta-D-galactopyranose, and D-glucitol joined in sequence by (1->2) and (1->3) glycosidic bonds. It derives from a D-glucitol and an alpha-L-Fucp-(1->2)-beta-D-Galp. C[C@H]1[C@H]([C@H]([C@@H]([C@@H](O1)O[C@@H]2[C@H]([C@H]([C@H](O[C@H]2O[C@H]([C@H](CO)O)[C@@H]([C@@H](CO)O)O)CO)O)O)O)O)O